(2S,4R)-1-METHOXY-4-METHYLHEX-5-ENE-2-SULFONAMIDE COC[C@H](C[C@H](C=C)C)S(=O)(=O)N